(S)-1-(3-(4-amino-3-((6-chloro-1-cyclopropyl-1H-benzo[d]imidazol-5-yl)ethynyl)-7-propionyl-1H-pyrazolo[4,3-c]pyridin-1-yl)pyrrolidin-1-yl)prop-2-en-1-one NC1=NC=C(C2=C1C(=NN2[C@@H]2CN(CC2)C(C=C)=O)C#CC2=CC1=C(N(C=N1)C1CC1)C=C2Cl)C(CC)=O